3-mercaptothiopropionic acid SCCC(=S)O